CC1(OB(OC1(C)C)C=C=C)C 4,4,5,5-tetramethyl-2-(propa-1,2-dien-1-yl)-1,3,2-dioxaborolane